2-(4-pyridyl)terephthalic acid N1=CC=C(C=C1)C1=C(C(=O)O)C=CC(=C1)C(=O)O